N-(2-cyano-1-(5-cyano-2-(trifluoromethyl)phenoxy)propan-2-yl)-4-methyl-3,4-dihydro-2H-pyrido[3,2-b][1,4]oxazine-7-carboxamide C(#N)C(COC1=C(C=CC(=C1)C#N)C(F)(F)F)(C)NC(=O)C1=CC=2OCCN(C2N=C1)C